(R)-3-(4-(4-(1-((S)-pent-2-yl)-1H-pyrazol-4-yl)pyrazolo[1,5-a]pyrazin-6-yl)-1H-pyrazol-1-yl)propane-1,2-diol C[C@@H](CCC)N1N=CC(=C1)C=1C=2N(C=C(N1)C=1C=NN(C1)C[C@H](CO)O)N=CC2